C(CC)C1CC(=O)NC(C1)=O (S)-3-n-propylglutarimide